(E)-octa-1,6-dien-3-one C=CC(CC\C=C\C)=O